3,4-dichlorophenylmagnesium iodide ClC=1C=C(C=CC1Cl)[Mg]I